N-[3-[5-(2-aminopyrimidin-4-yl)-2-tertiary butyl-1,3-thiazole-4-yl]-2-fluorophenyl]-2,6-difluorobenzenesulfonamide mesylate S(C)(=O)(=O)O.NC1=NC=CC(=N1)C1=C(N=C(S1)C(C)(C)C)C=1C(=C(C=CC1)NS(=O)(=O)C1=C(C=CC=C1F)F)F